3-(9-((4-(aminomethyl)phenyl)carbamoyl)-4,5-dihydrobenzo[b]thieno[2,3-d]oxepin-8-yl)-6-((3,4,5-trimethoxyphenyl)carbamoyl)picolinic acid NCC1=CC=C(C=C1)NC(=O)C1=CC2=C(OCCC3=C2SC=C3)C=C1C=1C(=NC(=CC1)C(NC1=CC(=C(C(=C1)OC)OC)OC)=O)C(=O)O